BrC1=CC2=C(O[C@H](CN2S(=O)(=O)C2=CC(=CC=C2)C(F)(F)F)C2CC(C2)(C(=O)OC)C(=O)OC)C=C1 dimethyl (S)-3-(6-bromo-4-((3-(trifluoromethyl)phenyl)sulfonyl)-3,4-dihydro-2H-benzo[b][1,4]oxazin-2-yl)cyclobutane-1,1-dicarboxylate